N1=C(C=CC=C1)CNC(=O)C=1C=2C[C@@H]3[C@H](C2N(N1)C1=C(C=C(C=C1)F)F)C3 (1aR,5aR)-2-(2,4-Difluoro-phenyl)-1a,2,5,5a-tetrahydro-1H-2,3-diaza-cyclopropa[a]pentalene-4-carboxylic acid (pyridin-2-ylmethyl)-amide